FC=1C=C(C=C(C1)F)[C@@H]1CCN2N1C(C1(C2)CCN(CC1)C1=NC=NC(=C1)C1=CC=NN1C)=O (S)-7'-(3,5-difluorophenyl)-1-(6-(1-methyl-1H-pyrazol-5-yl)pyrimidin-4-yl)dihydro-1'H,3'H,5'H-spiro[piperidine-4,2'-pyrazolo[1,2-a]pyrazol]-1'-one